methyl (R)-12-hydroxy-11-(methoxymethyl)-3,3-dimethyl-8-oxo-2,3,8,13b-tetrahydro-1H-pyrido[2,1-a]pyrrolo[1,2-c]phthalazine-7-carboxylate OC1=CC=2[C@@H]3N(N4C(C2C=C1COC)=CC(C(=C4)C(=O)OC)=O)C(CC3)(C)C